N[C@@H](CCC(=O)O)C(=O)NCC(=O)O glutamyl-Glycine